(S)-2-(5-fluoro-6-(4-hydroxy-3,5-dimethoxyphenoxy)benzo[d]thiazol-2-yl)-4,5-dihydrothiazole-4-carboxylic acid FC=1C(=CC2=C(N=C(S2)C=2SC[C@@H](N2)C(=O)O)C1)OC1=CC(=C(C(=C1)OC)O)OC